methyl (2Z)-2-azido-3-(2-chloro-5-phenoxyphenyl)prop-2-enoate N(=[N+]=[N-])\C(\C(=O)OC)=C/C1=C(C=CC(=C1)OC1=CC=CC=C1)Cl